tert-butyl 4-(3-ethynylphenyl)piperazin-1-carboxylate C(#C)C=1C=C(C=CC1)N1CCN(CC1)C(=O)OC(C)(C)C